4-(3-hydroxypropyl)-[1,3]-dioxane OCCCC1OCOCC1